1-methyl-3-(5-methylsulfanyl-2-chloro-4-thieno[2,3-D]pyrimidinyl)indole CN1C=C(C2=CC=CC=C12)C=1C2=C(N=C(N1)Cl)SC=C2SC